C1(=CC=CC=C1)P(OC(C1=C(C=C(C=C1C)C)C)=O)C1=CC=CC=C1 diphenyl-(2,4,6-trimethyl-benzoyl)oxyphosphorus